CC(CCN1CCC2(C(C2)CNC=2N=NC(=CC2)C2=CC=C3C=CN=CC3=C2)CC1)(C)C N-[[6-(3,3-dimethylbutyl)-6-azaspiro[2.5]octan-2-yl]methyl]-6-(7-isoquinolyl)pyridazin-3-amine